BrC=1C=C(COC=2C(=CN(NC2)C(C)(C)C)Cl)C=CC1CBr 5-((3-bromo-4-(bromomethyl)benzyl)oxy)-2-(tert-butyl)-4-chloropyridazin